NS(=O)(=O)C=1C=C(N)C=CC1C 3-(aminosulfonyl)-4-methylaniline